3-(4-(3-((4-(4-(4-chloro-3-(trifluoromethyl)phenyl)piperazin-1-yl)pyrimidin-2-yl)amino)propyl)-1-oxoisoindolin-2-yl)piperidine-2,6-dione ClC1=C(C=C(C=C1)N1CCN(CC1)C1=NC(=NC=C1)NCCCC1=C2CN(C(C2=CC=C1)=O)C1C(NC(CC1)=O)=O)C(F)(F)F